The molecule is a member of the class of isoquinolinonaphthyridines that is 5,6-dihydroisoquinolino[2,1-b][2,7]naphthyridin-8-one bearing additional hydroxy, methoxy and 1-hydroxyethyl substituents at positions 2, 3 and 12. It is an isoquinolinonaphthyridine, a benzopyridoquinolizidine derivative, an alkaloid, an aromatic ether, a secondary alcohol and a member of phenols. C[C@H](C1=C2C=C3C4=CC(=C(C=C4CCN3C(=O)C2=CN=C1)OC)O)O